N-[(2R)-2-Hydroxy-2-[(3S)-7-hydroxy-1,2,3,4-tetrahydroisoquinolin-3-yl]ethyl]-2-(4-methoxybenzoyl)-3,4-dihydro-1H-isoquinoline-6-carboxamide O[C@H](CNC(=O)C=1C=C2CCN(CC2=CC1)C(C1=CC=C(C=C1)OC)=O)[C@H]1NCC2=CC(=CC=C2C1)O